monothiophosphoric acid lithium salt [Li+].P([O-])([O-])([O-])=S.[Li+].[Li+]